(E)-5-(4-chlorophenyl)pent-4-enal ClC1=CC=C(C=C1)/C=C/CCC=O